2-({phenyl[4-(propan-2-yl)phenyl]methyl}carbamoyl)cyclopentane-1-carboxylic acid C1(=CC=CC=C1)C(C1=CC=C(C=C1)C(C)C)NC(=O)C1C(CCC1)C(=O)O